6-(5-[[5-cyclopropyl-3-(2,6-dichlorophenyl)-1,2-oxazol-4-yl]methoxy]-3-methyl-2-azabicyclo[2.2.1]heptan-2-yl)-N-(oxane-4-sulfonyl)pyridine-3-carboxamide C1(CC1)C1=C(C(=NO1)C1=C(C=CC=C1Cl)Cl)COC1C2C(N(C(C1)C2)C2=CC=C(C=N2)C(=O)NS(=O)(=O)C2CCOCC2)C